((2S,4S)-1-acryloyl-4-(6,8-dichloro-4-(3-(dimethylamino)azetidin-1-yl)-7-(5-fluoroquinolin-8-yl)-1H-[1,2,3]triazolo[4,5-c]quinolin-1-yl)piperidin-2-yl)acetonitrile C(C=C)(=O)N1[C@@H](C[C@H](CC1)N1N=NC=2C(=NC=3C(=C(C(=CC3C21)Cl)C=2C=CC(=C1C=CC=NC21)F)Cl)N2CC(C2)N(C)C)CC#N